Tert-butyl (1-(6-chloro-3-methyl-2-oxo-1-((2-(trimethylsilyl)ethoxy)methyl)-2,3-dihydro-1H-benzo[d]imidazol-4-yl)piperidin-4-yl)(methyl)carbamate ClC=1C=C(C2=C(N(C(N2C)=O)COCC[Si](C)(C)C)C1)N1CCC(CC1)N(C(OC(C)(C)C)=O)C